1-(4-methylbenzene-1-sulfonyl)-N-[(3-methyl-1,2-oxazol-5-yl)methyl]-1H-pyrazole-3-carboxamide CC1=CC=C(C=C1)S(=O)(=O)N1N=C(C=C1)C(=O)NCC1=CC(=NO1)C